eicosanedicarboxylic acid ammonium salt [NH4+].C(CCCCCCCCCCCCCCCCCCC)(C(=O)[O-])C(=O)[O-].[NH4+]